(S)-N-(2,6-dimethylpyrimidin-4-yl)-5-[2-methyl-5-(2-methyl-1,1-dioxo-thiazinan-4-yl)oxy-4-pyridyl]pyrazolo[1,5-a]pyridin-2-amine CC1=NC(=CC(=N1)NC1=NN2C(C=C(C=C2)C2=CC(=NC=C2O[C@@H]2CN(S(CC2)(=O)=O)C)C)=C1)C